O1CCN(CC1)C(C[C@H](C(=O)N[C@@H](CCCC)B(O)O)NC(=O)C1=NC=CN=C1)=O ((R)-1-((R)-4-morpholino-4-oxo-2-(pyrazine-2-carboxamido)butanamido)pentyl)boronic acid